tert-butyl (R)-(2-(6-(2,5-difluorophenyl)-4-((3-(trifluoromethyl)phenyl)sulfonyl)-3,4-dihydro-2H-benzo[b][1,4]-oxazin-2-yl)ethyl)carbamate FC1=C(C=C(C=C1)F)C1=CC2=C(O[C@@H](CN2S(=O)(=O)C2=CC(=CC=C2)C(F)(F)F)CCNC(OC(C)(C)C)=O)C=C1